FC(OC=1C=C(C=CC1)N1C(N(C2=C1C=NC(=C2)C(=O)NC2(CCS(CC2)(=O)=O)C)C(C)C)=O)F 3-(3-(difluoromethoxy)phenyl)-1-isopropyl-N-(4-methyl-1,1-dioxidotetrahydro-2H-thiopyran-4-yl)-2-oxo-2,3-dihydro-1H-imidazo[4,5-c]pyridine-6-carboxamide